C(C1=CC=CC=C1)OC1=CC=C(CC2=C(C=C(C=C2OC)C=2C3=C(C(N(C2)C)=O)N(N=C3)CC3=CC=C(C=C3)OC)OC)C=C1 4-(4-(4-(benzyloxy)benzyl)-3,5-dimethoxyphenyl)-1-(4-methoxybenzyl)-6-methyl-1,6-dihydro-7H-pyrazolo[3,4-c]pyridin-7-one